C(C1=CC=CC=C1)O[Si](CC)(CC)OCC1=CC=C(C=C1)OC benzyloxy(4-methoxybenzyloxy)diethylsilane